C(CCC)[Sn](C=1SC=C(C1)CCCCCCCC)(CCCC)CCCC tributyl-(4-octylthiophen-2-yl)tin